(1s,4s)-4-(3-chloroanilino)-2'-(2-chloro-5-methoxyphenyl)spiro[cyclohexane-1,1'-indene]-4-carboxylic acid ClC=1C=C(NC2(CCC3(C(=CC4=CC=CC=C34)C3=C(C=CC(=C3)OC)Cl)CC2)C(=O)O)C=CC1